tert-butyl (2R)-4-(4-fluorobenzyl)pyrrolidine-2-carboxylate FC1=CC=C(CC2C[C@@H](NC2)C(=O)OC(C)(C)C)C=C1